NC=1C(=C(C(=CC1)Cl)NC1CCN(CC1)C=C1CC=C(C=C1)N(S(=O)=O)C)[N+](=O)[O-] N-(4-((4-((3-amino-6-chloro-2-nitrophenyl)amino)piperidin-1-yl)methylene)phenyl)-N-methyl-sulfonamide